[Ru](Cl)Cl.C1(=CC=CC=C1)C(P(C1=CC=CC=C1)(C1=CC=CC=C1)C1=CC=CC=C1)P(C1=CC=CC=C1)(C1=CC=CC=C1)C1=CC=CC=C1 phenyl-methylenebis(triphenylphosphine) ruthenium dichloride